CC(C(=O)OCC1CO1)=C glycidyl (methyl)acrylate